(E)-4-methylbenzene-1-sulfonamide CC1=CC=C(C=C1)S(=O)(=O)N